(R)-Methyl 1-(4-(3-iodo-1-isopropyl-1H-pyrazol-4-yl)pyrimidin-2-ylamino)propan-2-ylcarbamate IC1=NN(C=C1C1=NC(=NC=C1)NC[C@@H](C)NC(OC)=O)C(C)C